FC(S(=O)(=O)OC=1N=CC(=C2C1SC=C2C)F)(F)F (4-fluoro-3-methyl-thieno[2,3-c]pyridin-7-yl) trifluoromethanesulfonate